COC1=NC=C(C=N1)NC(CN(C=1C2=C(N=C(N1)C=1N=CN(C1)C)CCC2)C)=O N-(2-methoxypyrimidin-5-yl)-2-{methyl[2-(1-methyl-1H-imidazol-4-yl)-5H,6H,7H-cyclopenta[d]pyrimidin-4-yl]amino}acetamide